C(C(=O)O)(=O)O.C1(=CC=CC=C1)C1CC(CC1)N 3-phenylcyclopentan-1-amine oxalate